[Si](C)(C)(C(C)(C)C)OC(C(F)(F)F)C1=CC(=C(C=N1)C=1C(N(C2=CC(=NC=C2C1)NC(=O)[C@H]1[C@H](C1)F)C)=O)C (1S,2S)-N-[3-(6-[1-((tert-butyldimethylsilyl)oxy)-2,2,2-trifluoroethyl]-4-methylpyridin-3-yl)-1-methyl-2-oxo-1,6-naphthyridin-7-yl]-2-fluorocyclopropane-1-carboxamide